C(CCCCCCCCCCCCCCCCC)(=O)OCCCCCCCCCCCCCCCCCCCCCC n-docosyl octadecanoate